(±)-(4aR,13bR)-4-methyl-1,2,3,4,4a,5,6,13b-octahydro-8H-[1,6]naphthyridino[5,6-b]quinazolin-8-one CN1CCC[C@@H]2[C@H]1CCN1C2=NC2=CC=CC=C2C1=O |r|